propyl-norbornane tert-butyl-6-((4-(2-(2,6-dioxopiperidin-3-yl)-1,3-dioxoisoindolin-5-yl)piperazin-1-yl)methyl)nicotinate C(C)(C)(C)OC(C1=CN=C(C=C1)CN1CCN(CC1)C=1C=C2C(N(C(C2=CC1)=O)C1C(NC(CC1)=O)=O)=O)=O.C(CC)C12CCC(CC1)C2